OC(CC(=O)[O-])C (-)-beta-hydroxybutyrate